3-(5-(4-(trifluoromethyl)phenyl)-1H-imidazol-2-yl)-1H-indazole-5-carboxylic acid FC(C1=CC=C(C=C1)C1=CN=C(N1)C1=NNC2=CC=C(C=C12)C(=O)O)(F)F